1-phenyl-3-(p-dimethylaminophenyl)pyrazoline C1(=CC=CC=C1)N1NC(=CC1)C1=CC=C(C=C1)N(C)C